C(C1=CC=CC=C1)OC(CCCCCCCCCCC(C(=O)O)(C(=O)OCC1=CC=CC=C1)C(CCCCCCCCCCOCC1=CC=CC=C1)=O)=O 13-(Benzyloxy)-2-(11-(benzyloxy)-l-1-oxoundecyl)-2-((benzyloxy)carbonyl)-13-oxotridecanoic acid